C1[C@@H]([C@H](O[C@H]1N2C=C(C(=O)NC2=O)F)CO)O The molecule is a pyrimidine 2'-deoxyribonucleoside compound having 5-fluorouracil as the nucleobase; used to treat hepatic metastases of gastrointestinal adenocarcinomas and for palliation in malignant neoplasms of the liver and gastrointestinal tract. It has a role as an antineoplastic agent, an antimetabolite, an antiviral drug and a radiosensitizing agent. It is a pyrimidine 2'-deoxyribonucleoside, an organofluorine compound and a nucleoside analogue.